BrN=NN Bromotriazene